CC1=NC(=NC(=C1)C)C1C(C1)C(=O)N 2-(4,6-dimethylpyrimidin-2-yl)cyclopropane-1-carboxamide